C1(=CC=CC=C1)SC1N(CCC1)S(=O)(=O)C1=CC=C(C)C=C1 2-(phenylthio)-1-p-toluenesulfonylpyrrolidine